N1(CCC1)CCCOC1=CC=C(C=N1)C1=CC=2C3=C(C=NC2C=C1F)N(C(N3C(C)C)=O)C 8-[6-[3-(Azetidin-1-yl)propoxy]-3-pyridyl]-7-fluoro-1-isopropyl-3-methylimidazo[4,5-c]chinolin-2-on